1-(4-methoxybenzyl)-3-(((3-methoxybenzyl)(methyl)amino)methyl)-6-methyl-1H-indole-2-carboxylic acid COC1=CC=C(CN2C(=C(C3=CC=C(C=C23)C)CN(C)CC2=CC(=CC=C2)OC)C(=O)O)C=C1